(3R,4R)-1-(5,6-difluoro-1-((1-methyl-1H-indazol-4-yl)methyl)-1H-benzimidazol-2-yl)-4-fluoro-3-piperidinamine FC1=CC2=C(N(C(=N2)N2C[C@H]([C@@H](CC2)F)N)CC2=C3C=NN(C3=CC=C2)C)C=C1F